CC1=NOC(=C1C=1C=CC(=C(C1)NC(=O)[C@H]1NC(CC1)=O)NC1CCC(CC1)(C)O)C (S)-N-(5-(3,5-Dimethylisoxazol-4-yl)-2-(((1S,4R)-4-hydroxy-4-methylcyclohexyl)amino)phenyl)-5-oxopyrrolidine-2-carboxamide